4-(4-dimethylaminostyryl)pyridine CN(C1=CC=C(C=CC2=CC=NC=C2)C=C1)C